FC1=C2CN(C(C2=CC=C1C(=O)N1C(CN(CC1)CC1=C(CC(CC1)(C)C)C1=CC=C(C=C1)F)C(F)(F)F)=O)C1C(NC(CC1)=O)=O 3-(4-fluoro-5-(4-((4'-fluoro-5,5-dimethyl-3,4,5,6-tetrahydro-[1,1'-biphenyl]-2-yl)methyl)-2-(trifluoromethyl)piperazine-1-carbonyl)-1-oxoisoindolin-2-yl)piperidine-2,6-dione